BrC1=NN(C(=C1)C(=O)OCC)COCC[Si](C)(C)C Ethyl 3-bromo-1-((2-(trimethylsilyl)ethoxy)methyl)-1H-pyrazole-5-carboxylate